5-[3-[[(3R)-1-(2-Methoxyethyl)-3-piperidyl]amino]-5-methyl-1,2,4-triazin-6-yl]-2,3-dihydrobenzofuran-4-ol COCCN1C[C@@H](CCC1)NC=1N=NC(=C(N1)C)C1=CC=C2C(CCO2)=C1O